tert-butyl ((5-(cyanomethoxy)-1-(4-(trifluoromethyl) phenyl)-1H-indazol-3-yl)methyl)carbamate C(#N)COC=1C=C2C(=NN(C2=CC1)C1=CC=C(C=C1)C(F)(F)F)CNC(OC(C)(C)C)=O